COC(=O)C1=NC=C(C=C1)N1C[C@H](CCC1)N.CC1=NC=CC(=C1)CN[C@@H]1CN(CCC1)C=1C=CC(=NC1)C(=O)OC methyl 5-[(3S)-3-{[(2-methylpyridin-4-yl)methyl]amino}piperidin-1-yl]pyridine-2-carboxylate Methyl-5-[(3S)-3-aminopiperidin-1-yl]pyridine-2-carboxylate